BrC1=CC=C(C=C1)CCS(=O)(=O)F 2-(4-bromophenyl)ethane-1-sulfonyl fluoride